C(C)OC(=O)C1=CC=C(C=C1)N(N)C(=O)OC(C)(C)C tert-Butyl 1-(4-(ethoxycarbonyl)phenyl)hydrazinecarboxylate